ClCC1=CC=C(CN2CC3=CC=C(C=C3CC2)NC2=NC=C(C(=N2)N2OCC[C@H]2C2=CC=CC=C2)C(F)(F)F)C=C1 (S)-2-(4-(chloromethyl)benzyl)-N-(4-(3-phenylisoxazolidin-2-yl)-5-(trifluoromethyl)pyrimidin-2-yl)-1,2,3,4-tetrahydroisoquinolin-6-amine